C(C)OC(C1=CC=C(C=C1)NC1=NN(C(=N1)N)S(=O)(=O)C1=CC2=CC=CC=C2C=C1)=O 4-((5-Amino-1-(naphthalen-2-ylsulfonyl)-1H-1,2,4-triazol-3-yl)amino)benzoic acid ethyl ester